4-bromo-2-(2-((tert-butyldimethylsilyl)oxy)ethyl)phenylmethylamine Tert-butyl-carbamate C(C)(C)(C)NC(O)=O.BrC1=CC(=C(C=C1)CN)CCO[Si](C)(C)C(C)(C)C